2-(8-(4-guanidinobenzoyloxy)imidazo[1,2-a]pyridin-5-yl)acetic acid N(C(=N)N)C1=CC=C(C(=O)OC=2C=3N(C(=CC2)CC(=O)O)C=CN3)C=C1